8-oxoadenine O=C1N=C2N=CN=C(C2=N1)N